(S)-6-fluoro-4-(4-fluorophenyl)-N-((1-isopropylpyrrolidin-3-yl)methyl)-3,4-dihydroquinoxaline-1(2H)-carboxamide FC=1C=C2N(CCN(C2=CC1)C(=O)NC[C@H]1CN(CC1)C(C)C)C1=CC=C(C=C1)F